3-methylterephthalaldehyde CC=1C=C(C=O)C=CC1C=O